The molecule is a 4-hydroxy-3-polyprenylbenzoate in which the polyprenyl chain contains 10 prenyl units; major species at pH 7.3. It is a conjugate base of a 4-hydroxy-3-all-trans-decaprenylbenzoic acid. CC(=CCC/C(=C/CC/C(=C/CC/C(=C/CC/C(=C/CC/C(=C/CC/C(=C/CC/C(=C/CC/C(=C/CC/C(=C/CC1=C(C=CC(=C1)C(=O)O)[O-])/C)/C)/C)/C)/C)/C)/C)/C)/C)C